FC=1C=C2CCN(CC2=CC1)C1=NSC2=C1C=CC(=C2)NC(CC(C)(C)C)=O N-(3-(6-fluoro-3,4-dihydroisoquinolin-2(1H)-yl)benzo[d]isothiazol-6-yl)-3,3-Dimethylbutanamide